OC(C1[C@H]2CN(C[C@@H]12)C(=O)O)C=1SC=C(C1)OC (1R,5S,6r)-6-[hydroxy(4-methoxy-2-thienyl)methyl]-3-azabicyclo[3.1.0]Hexane-3-carboxylic acid